2-(3,4,5-trimethoxybenzylamino)-6-hydroxypurine COC=1C=C(CNC2=NC(=C3NC=NC3=N2)O)C=C(C1OC)OC